CN([C@H]1CN2C3=C(C(=C(C=C3C1O)F)F)C=C2)C (5S)-5-(dimethylamino)-8,9-difluoro-5,6-dihydro-4H-pyrrolo[3,2,1-ij]quinolin-6-ol